(E)-1,5-dimethyl-3-(p-tolyldiazenyl)-1H-indole CN1C=C(C2=CC(=CC=C12)C)\N=N\C1=CC=C(C=C1)C